N-{2-{[2-(dimethylamino)ethyl](methyl)amino}-6-(2,2,2-trifluoroethoxyl)-5-{[4-(1-methyl-1H-indol-3-yl)pyrimidin-2-yl]amino}pyridin-3-yl}acrylamide CN(CCN(C1=NC(=C(C=C1NC(C=C)=O)NC1=NC=CC(=N1)C1=CN(C2=CC=CC=C12)C)OCC(F)(F)F)C)C